FC=1C=C(C=C(C1)C)N1N=C(C(=N1)[C@@H]1OCC(N1CCC1=CC2=C(NC(N2)=O)C=C1)=O)C1=CC=C(C=C1)F (2S)-2-(2-(3-fluoro-5-methylphenyl)-5-(4-fluorophenyl)-2H-1,2,3-triazol-4-yl)-3-(2-(2-oxo-2,3-dihydro-1H-benzo[d]imidazol-5-yl)ethyl)oxazolidin-4-one